C(C1=CC=CC=C1)C1(CCN(CC1)C1=CC=C(C=N1)C1=CC(=CC=2N1C(=CN2)C#N)C=2C=NN(C2)C)O 5-(6-(4-benzyl-4-hydroxypiperidin-1-yl)pyridin-3-yl)-7-(1-methyl-1H-pyrazol-4-yl)imidazo[1,2-a]pyridine-3-carbonitrile